C(C)OC(C1=CC=C(C=C1)N(C)C)=O N,N-dimethyl-p-aminobenzoic acid ethyl ester